C(OC1CC(C1)O)(OC1=CC=CC=C1)=O 3-Hydroxycyclobutyl phenyl carbonate